OCC1=CC=C(C=C1)C1=C(C=C2C(=N1)CCC2)C#N [4-(hydroxymethyl)phenyl]-6,7-dihydro-5H-cyclopenta[b]pyridine-3-carbonitrile